2-(4-(5-(3-((5-cyano-4-(4-fluorophenyl)thiazol-2-yl)(methyl)amino)-2-ethylimidazo[1,2-a]pyridin-6-yl)pyrimidin-2-yl)piperazin-1-yl)acetic acid C(#N)C1=C(N=C(S1)N(C1=C(N=C2N1C=C(C=C2)C=2C=NC(=NC2)N2CCN(CC2)CC(=O)O)CC)C)C2=CC=C(C=C2)F